[(1S)-1-Isocyanatoethyl]benzene N(=C=O)[C@@H](C)C1=CC=CC=C1